C(C1=CC=CC=C1)N1N=CC(=C1)OC1=C(C=CC=C1C)C 1-benzyl-4-(2,6-dimethylphenoxy)-1H-pyrazole